2-(5,6-Difluoro-benzothiazol-2-ylamino)-1-methyl-1H-benzoimidazole-5-carboxylic acid (2-ethoxy-ethyl)-amide C(C)OCCNC(=O)C1=CC2=C(N(C(=N2)NC=2SC3=C(N2)C=C(C(=C3)F)F)C)C=C1